hexaammoniorhodium chloride [NH3+][Rh]([NH3+])([NH3+])([NH3+])([NH3+])([NH3+])Cl